1,N1-diethylbenzene-1,4-diamine C(C)C1(CC=C(C=C1)N)NCC